6-((1-methoxycyclopentyl)oxy)-5'-methyl-4-pentyl-2'-(prop-1-en-2-yl)-1',2',3',4'-tetrahydro-[1,1'-biphenyl]-2-ol COC1(CCCC1)OC=1C=C(C=C(C1C1C(CCC(=C1)C)C(=C)C)O)CCCCC